(R)-1-((2S,4R,5R)-5-(2-Acetamido-6,8-dioxo-7-(3,3,3-trifluoropropyl)-1,6,7,8-tetrahydro-9H-purin-9-yl)-4-acetoxytetrahydrofuran-2-yl)-2,2,2-trifluoroethyl acetate C(C)(=O)O[C@@H](C(F)(F)F)[C@H]1O[C@H]([C@@H](C1)OC(C)=O)N1C=2N=C(NC(C2N(C1=O)CCC(F)(F)F)=O)NC(C)=O